6-amino-4-[5-(4-chlorophenyl)-2-furyl]-3-(4-methoxyphenyl)-2,4-dihydropyran NC1=CC(C(CO1)C1=CC=C(C=C1)OC)C=1OC(=CC1)C1=CC=C(C=C1)Cl